((2-(((S)-3,3-dimethyl-1-oxo-1-((S)-2-(5-phenylthiazol-2-yl)pyrrolidin-1-yl)butan-2-yl)carbamoyl)-1H-indol-5-yl)difluoromethyl)phosphonic acid CC([C@@H](C(N1[C@@H](CCC1)C=1SC(=CN1)C1=CC=CC=C1)=O)NC(=O)C=1NC2=CC=C(C=C2C1)C(F)(F)P(O)(O)=O)(C)C